2-N-(4-methoxy-3-[2H,4H,5H,6H,7H-pyrazolo[3,4-c]pyridin-2-yl]phenyl)-4-N,6-dimethylpyrimidine-2,4-diamine hydrochloride Cl.COC1=C(C=C(C=C1)NC1=NC(=CC(=N1)NC)C)N1N=C2CNCCC2=C1